5-(3-chloro-1H-pyrazol-4-yl)-2-{3-[(3S)-3-cyclopropylpiperazin-1-yl]-1,2,4-triazin-6-yl}phenol dihydrochloride Cl.Cl.ClC1=NNC=C1C=1C=CC(=C(C1)O)C1=CN=C(N=N1)N1C[C@@H](NCC1)C1CC1